O1C(CCCC1)N1N=CN=C1 1-(tetrahydro-2H-pyran-2-yl)-1H-1,2,4-triazol